3-(3-(difluoromethoxy)phenyl)-1-(3-hydroxy-2,3-dimethylbutan-2-yl)-N-(3-methyl-1,1-dioxidothietan-3-yl)-1H-pyrazolo[4,3-b]pyridine-6-carboxamide FC(OC=1C=C(C=CC1)C1=NN(C=2C1=NC=C(C2)C(=O)NC2(CS(C2)(=O)=O)C)C(C)(C(C)(C)O)C)F